C(C)(C)(C)OC(=O)N1C(C(CCC1)(N[S@](=O)C(C)(C)C)CC(=O)OCC)CO[C@@H]1CC[C@@H](CC1)C1=CC=CC=C1 3-(2-ethoxy-2-oxoethyl)-3-{[(R)-2-methylpropan-2-sulfinyl]amino}-2-({[(cis)-4-phenylcyclohexyl]oxy}methyl)piperidine-1-carboxylic acid tert-butyl ester